FC=1C=C(C=C(C1)F)C[C@@H](C=1OC(C2=C(N1)N=C(C=C2)C(F)(F)F)=O)NC(OC(C)(C)C)=O tert-butyl (S)-(2-(3,5-difluorophenyl)-1-(4-oxo-7-(trifluoromethyl)-4H-pyrido[2,3-d][1,3]oxazin-2-yl)ethyl)carbamate